N[C@H]1CS(C2=C(N(C1=O)CC1=CC=C(C=C1)Cl)C=C(C(=C2)F)C=2N=NN(N2)C2CCNCC2)(=O)=O (3R)-3-amino-5-[(4-chlorophenyl)methyl]-8-fluoro-1,1-dioxo-7-[2-(4-piperidyl)tetrazol-5-yl]-2,3-dihydro-1λ6,5-benzothiazepin-4-one